N[C@H](C1CCN(CC1)C1=CC(N(C=C1)C)=O)C1=C(C=C(C(=C1)Cl)Cl)O 4-[4-[(R)-amino(4,5-dichloro-2-hydroxyphenyl)methyl]piperidin-1-yl]-1-methylpyridin-2-one